NC1=C(C2=C(S1)C(=CC=C2C=2C1=C(C=3C=NC(=NC3C2F)OCC2(CC2)CN2CCC(CC2)=C(F)F)COC1)F)C#N (R)-2-amino-4-(3-((1-((4-(difluoromethylidene)piperidin-1-yl)methyl)cyclopropyl)methoxy)-5-fluoro-7,9-dihydrofuro[3,4-f]quinazolin-6-yl)-7-fluoro-benzo[b]thiophene-3-carbonitrile